2-(4,4-Dichloropiperidin-1-yl)-N-(2-sulfamoylpyridin-4-yl)-5-(trifluoromethyl)-nicotinamide ClC1(CCN(CC1)C1=C(C(=O)NC2=CC(=NC=C2)S(N)(=O)=O)C=C(C=N1)C(F)(F)F)Cl